COC(=O)C1CCNCC1 4-(Methoxycarbonyl)piperidin